[Pu].[U] Uranium-Plutonium